Ethyl (R*)-1-ethyl-5-(4-ethyl-6-(3,3,3-trifluoro-2-methylpropyl)pyridin-3-yl)-4-methyl-1H-pyrazole-3-carboxylate C(C)N1N=C(C(=C1C=1C=NC(=CC1CC)C[C@H](C(F)(F)F)C)C)C(=O)OCC |o1:16|